O[C@@H](C(=O)OCC)C (R)-ethyl 2-hydroxypropanoate